(methoxymethyl)-2,7,14-trimethyl-1,4,7,11,14-pentaazacyclooctadecane COCN1C(CNCCN(CCCNCCN(CCCC1)C)C)C